5-fluoro-4-phenyl-1-(2-methylphenyl)-3-trifluoromethyl-1H-pyrazole FC1=C(C(=NN1C1=C(C=CC=C1)C)C(F)(F)F)C1=CC=CC=C1